C(=O)(OC(C)(C)C)NC([O-])=O N-Boc-carbamate